C[C@H]1CCNCCCN2N=CC(C3=NNC=4C=CC(O1)=CC34)=C2 (12S)-12-methyl-13-oxa-4,5,9,18,19-pentaazatetracyclo[12.5.2.12,5.017,20]docosa-1(19),2(22),3,14(21),15,17(20)-hexaene